tert-Butyl (R)-(1-(4-chlorobenzyl)pyrrolidin-3-yl)carbamate ClC1=CC=C(CN2C[C@@H](CC2)NC(OC(C)(C)C)=O)C=C1